CC=1C(=NON1)COC=1C=C(C=2CC(CC2C1)CNCCC1CN(C(O1)=O)C1=NC2=C(OCC(N2)=O)N=C1)C#N 6-[(4-methyl-1,2,5-oxadiazol-3-yl)methoxy]-2-[[2-[2-oxo-3-(3-oxo-4H-pyrazino[2,3-b][1,4]oxazin-6-yl)-1,3-oxazolidin-5-yl]ethylamino]methyl]-2,3-dihydro-1H-indene-4-carbonitrile